3-(6-(3,4-dimethyl-2,6-dioxo-3,6-dihydropyrimidin-1(2H)-yl)pyridin-3-yl)propanoate CN1C(N(C(C=C1C)=O)C1=CC=C(C=N1)CCC(=O)[O-])=O